FC1(CCN(CC1)C1=NC(=CC(=N1)C=1C=NN(C1)C1=C(C=C(C=C1)I)N1CCC2(CC2)CC1)C)F 6-(2-(4-(2-(4,4-difluoropiperidin-1-yl)-6-methylpyrimidin-4-yl)-1H-pyrazol-1-yl)-5-iodophenyl)-6-azaspiro[2.5]octane